C(#N)C(C)=C(C)NC=1C=NC(=CC1C)CC(C)C 2-cyano-3-((6-isobutyl-4-methylpyridin-3-yl)amino)but-2-ene